6-isopropoxy-N-(4-methylsulfonylphenyl)isoquinolin-1-amine C(C)(C)OC=1C=C2C=CN=C(C2=CC1)NC1=CC=C(C=C1)S(=O)(=O)C